7-Chloro-4-(1-(4-isobutylpiperazine-1-carbonyl)piperidin-4-yl)-1-methyl-1,4-dihydropyrido[2,3-b]pyrazine-2,3-dione ClC1=CC2=C(N(C(C(N2C)=O)=O)C2CCN(CC2)C(=O)N2CCN(CC2)CC(C)C)N=C1